(S)-6-(5,6-diethoxy-1H-benzo[d]imidazol-2-yl)-2-ethyl-7-((1-(pyrimidin-2-yl)ethyl)amino)-2H-pyrazolo[4,3-b]pyridin-5(4H)-one C(C)OC1=CC2=C(NC(=N2)C2=C(C=3C(NC2=O)=CN(N3)CC)N[C@@H](C)C3=NC=CC=N3)C=C1OCC